(1R,2S,5S)-2-(((5,8-Difluoroquinolin-6-yl)methyl)amino)-5-((imidazo[1,2-a]pyridin-8-ylmethyl)amino)cyclohexan-1-ol FC1=C2C=CC=NC2=C(C=C1CN[C@@H]1[C@@H](C[C@H](CC1)NCC=1C=2N(C=CC1)C=CN2)O)F